ON1C(=O)C2C3(C=CC(C2C1=O)C3(C)C)C N-hydroxy-5-bornylene-2,3-dicarboximide